NC(CC([C@H]1OC(OC1)(C)C)N1CC2=CC(=CC=C2[C@H](C1)C)C(=O)NC=1C=NC=C(C1)CC(F)(F)F)=O (4R)-2-[3-amino-1-[(4R)-2,2-dimethyl-1,3-dioxolan-4-yl]-3-oxo-propyl]-4-methyl-N-[5-(2,2,2-trifluoroethyl)-3-pyridyl]-3,4-dihydro-1H-isoquinoline-7-carboxamide